tert-butyl N-[2-[2-[2-[5-[2-[2-(2,6-dioxo-3-piperidyl)-1,3-dioxo-isoindolin-5-yl] oxyethyl]triazol-1-yl]ethoxy]ethoxy]ethyl]carbamate O=C1NC(CCC1N1C(C2=CC=C(C=C2C1=O)OCCC1=CN=NN1CCOCCOCCNC(OC(C)(C)C)=O)=O)=O